C(NC(C)C)([2H])([2H])[2H] N-(methyl-d3)propan-2-amine